(1R,2R)-2-methoxycyclobutane-1-amine hydrochloride Salt Cl.CO[C@H]1[C@@H](CC1)N